6-fluoro-7-methyl-1,3-benzothiazole-2-amine FC1=C(C2=C(N=C(S2)N)C=C1)C